FC1CC(C1)C(C)=O (3-fluorocyclobutyl)ethanone